ClC1=C(C(=CC(=C1)C1CC1)F)N1N=C2C(N=C(NC2=O)N2CCOCC2)=N1 2-(2-chloro-4-cyclopropyl-6-fluorophenyl)-5-morpholino-2,6-dihydro-7H-[1,2,3]triazolo[4,5-d]pyrimidin-7-one